octylphosphinine C(CCCCCCC)C1=PC=CC=C1